2-(2,6-diisopropylphenyl)-7-methoxy-9H-pyrido[2,3-b]indole C(C)(C)C1=C(C(=CC=C1)C(C)C)C=1C=CC2=C(NC3=CC(=CC=C23)OC)N1